dihydrobenzo[b]dioxin O1C2=C(OCC1)C=CC=C2